C(C)(=O)N1C[C@H](C[C@H](C1)C)N(C(=O)NCC=1NC2=CC=C(C=C2C1)Cl)C 1-((3S,5R)-1-acetyl-5-methylpiperidin-3-yl)-3-((5-chloro-1H-indol-2-yl)methyl)-1-methylurea